2-chloro-4-(trifluoromethyl)-benzylamine ClC1=C(CN)C=CC(=C1)C(F)(F)F